tert-butyl (S)-2-(N-hydroxycarbamimidoyl)pyrrolidine-1-carboxylate ONC(=N)[C@H]1N(CCC1)C(=O)OC(C)(C)C